(R)-1-(3-(1-(4-(2-fluoro-3-methoxyphenoxy)phenyl)-8-propylimidazo[1,5-a]pyrazin-3-yl)pyrrolidin-1-yl)prop-2-en-1-one FC1=C(OC2=CC=C(C=C2)C=2N=C(N3C2C(=NC=C3)CCC)[C@H]3CN(CC3)C(C=C)=O)C=CC=C1OC